5-trans-4-[(2-chlorobenzyl)oxy]-N-{2-fluoro-3-[6-oxo-4-(trifluoromethyl)-1,6-dihydropyrimidin-2-yl]-4-(trifluoromethyl)benzyl}cyclohexane-1-carboxamide ClC1=C(COC2CCC(CC2)C(=O)NCC2=C(C(=C(C=C2)C(F)(F)F)C=2NC(C=C(N2)C(F)(F)F)=O)F)C=CC=C1